CC1=C(C=CC=C1C(=O)O)B(O)O methyl-3-carboxyphenylboronic acid